1-methyl-5-(2'-methyl-[1,1'-biphenyl]-4-yl)-1H-benzo[d][1,2,3]triazole-7-carboxamide CN1N=NC2=C1C(=CC(=C2)C2=CC=C(C=C2)C2=C(C=CC=C2)C)C(=O)N